2-(p-dimethylaminophenyl)benzo[4,5]benzoxazole CN(C1=CC=C(C=C1)C=1OC2=C(N1)C=CC1=C2C=CC=C1)C